BrC1=CC=C(C=C1)C1N(CCNC1)C(=O)OC(C)(C)C (4-bromophenyl)-1-Bocpiperazine